2-Fluoro-N-methyl-5-((6-(3-methylisoxazol-4-yl)-1-oxoisoquinolin-2(1H)-yl)methyl)benzamide FC1=C(C(=O)NC)C=C(C=C1)CN1C(C2=CC=C(C=C2C=C1)C=1C(=NOC1)C)=O